(S)-3-(2-(3-(6-(allyloxy)-2,3-dichlorophenyl)-3,4-dihydro-2H-pyrrol-5-yl)hydrazine-1-carbonyl)azetidine-1-carboxylic acid tert-butyl ester C(C)(C)(C)OC(=O)N1CC(C1)C(=O)NNC=1C[C@H](CN1)C1=C(C(=CC=C1OCC=C)Cl)Cl